NCC=1C=NC(=NC1)C1=C(C=C(C#N)C=C1)OC=1N(N=C(C1)Br)C 4-[5-(aminomethyl)pyrimidin-2-yl]-3-(5-bromo-2-methylpyrazol-3-yl)oxybenzonitrile